N-butyl-N-methylpiperidinium bis(trifluoromethane)sulfonimide [N-](S(=O)(=O)C(F)(F)F)S(=O)(=O)C(F)(F)F.C(CCC)[N+]1(CCCCC1)C